5-(benzyloxy)-1H-indazole C(C1=CC=CC=C1)OC=1C=C2C=NNC2=CC1